OC1=CC=C(C=C1)[C@H]1[C@@H](CN(CC1)C(=O)OC(C)(C)C)COC=1C=C2C(NCC2=CC1)=O |r| (+/-)-trans-tert-butyl 4-(4-hydroxyphenyl)-3-{[(3-oxoisoindolin-5-yl)oxy]methyl}piperidine-1-carboxylate